5-fluoro-N,N-dimethyl-1H-pyrazole-1-sulfonamide FC1=CC=NN1S(=O)(=O)N(C)C